(2-chloro-4-methylphenyl)-1-(3-chlorobenzyl)-1H-benzo[d]imidazole-7-carboxylic acid ClC1=C(C=CC(=C1)C)C1=NC2=C(N1CC1=CC(=CC=C1)Cl)C(=CC=C2)C(=O)O